(R)-1-(4-cyanophenyl)ethanol C(#N)C1=CC=C(C=C1)[C@@H](C)O